(3-((3-amino-5-((3S,4S)-4-amino-3-methyl-2-oxa-8-azaspiro[4.5]decan-8-yl)pyrazin-2-yl)thio)-2-chloro-6-methylphenyl)dimethylphosphine oxide NC=1C(=NC=C(N1)N1CCC2([C@@H]([C@@H](OC2)C)N)CC1)SC=1C(=C(C(=CC1)C)P(C)(C)=O)Cl